butylmethylpyrrolium chloride [Cl-].C(CCC)C=1[NH+](C=CC1)C